C(C1=CC=CC=C1)OC1=C(C(=CC(=C1)OC)C)I 1-Benzyloxy-2-iodo-5-methoxy-3-methyl-benzene